S(=O)(=O)(ON1[C@@H]2CC[C@H](N(C1=O)C2)C(NS(NCC)(=O)=O)=N)O (2S,5R)-2-(N-(N-Ethylsulfamoyl) carbamimidoyl)-7-oxo-1,6-diazabicyclo[3.2.1]octan-6-yl hydrogen sulfate